FC1=C(/C=C/S(=O)(=NC)C2=NC=C(C=C2)OC)C=CC=C1 (E)-(2-fluorostyryl)(5-methoxypyridin-2-yl)(methylimino)-lambda6-sulfanone